C1(CC1)CC1=NC(=CC2=CC=CC=C12)C1=CC=C(C=C1)C (cyclopropylmethyl)-3-(p-tolyl)isoquinoline